C(C1=CC=CC=C1)OC1=C(C(=CC=C1)F)N1C(N(C2=C(C1=O)C=C(C=N2)F)C=2C(=NC=CC2C)C(C)C)=O (2-(benzyloxy)-6-fluorophenyl)-6-fluoro-1-(2-isopropyl-4-methylpyridin-3-yl)pyrido[2,3-d]pyrimidine-2,4(1H,3H)-dione